F[C@H]1[C@@H]([C@H]2CN([C@@H]1CC2)C)OC2=CC=C(N=N2)C2=C(C=C(C=C2)N2C=NC=C2)O 2-(6-(((1R,4R,5R,6R)-6-fluoro-2-methyl-2-azabicyclo[2.2.2]octan-5-yl)oxy)pyridazin-3-yl)-5-(1H-imidazol-1-yl)phenol